O[C@]1(CCN(CC12CCCC2)C(=O)OC(C)(C)C)CN2C=NC(=CC2=O)C2=CC=CC=C2 tert-butyl (S)-10-hydroxy-10-((6-oxo-4-phenylpyrimidin-1(6H)-yl)methyl)-7-azaspiro[4.5]decane-7-carboxylate